C12(CC3CC(CC(C1)C3)C2)C(=O)N2CCN(CC2)C2=CC=C(C=N2)C=2C=C(C=3C=NN(C3C2)C(C)C)C(=O)NCC=2C(NC(=CC2C)C)=O 6-(6-(4-((3r,5r,7r)-adamantane-1-carbonyl)piperazin-1-yl)pyridin-3-yl)-N-((4,6-dimethyl-2-oxo-1,2-dihydropyridin-3-yl)methyl)-1-isopropyl-1H-indazole-4-carboxamide